C(C)(C)(C)OC(=O)N1C[C@@H](N(CC1)C=1C2=C(N=CN1)N(C=C2OCCC)C2=NC=CC(=C2)C#N)C (S)-4-(7-(4-cyanopyridin-2-yl)-5-propoxy-7H-pyrrolo[2,3-d]pyrimidin-4-yl)-3-methylpiperazine-1-carboxylic acid tert-butyl ester